terephthalic acid bis(2-hydroxyethyl)ester ditoluate C=1(C(=CC=CC1)C(=O)O)C.C=1(C(=CC=CC1)C(=O)O)C.OCCOC(C1=CC=C(C(=O)OCCO)C=C1)=O